di(tetrachloro undecanoyl) peroxide ClC(C(=O)OOC(C(CCCCCCCCC(Cl)(Cl)Cl)Cl)=O)CCCCCCCCC(Cl)(Cl)Cl